N-Benzyl-2'-(4,5-dimethyl-1H-imidazol-2-yl)-N-methyl-3,4'-bipyridine-5-carboxamide trifluoroacetate salt FC(C(=O)O)(F)F.C(C1=CC=CC=C1)N(C(=O)C=1C=C(C=NC1)C1=CC(=NC=C1)C=1NC(=C(N1)C)C)C